C(C)C1N=C(N(C1)CCCCCCCCCCCCCCCC(C)C)CC diethyl-(isostearyl-imidazoline)